[Si](C)(C)(C(C)(C)C)OCCN1N=C(C=C1C(=O)OC)OCC methyl 2-[2-[tert-butyl(dimethyl)silyl]oxyethyl]-5-ethoxy-pyrazole-3-carboxylate